Cis-N-(3-Chloro-4-fluorophenyl)-5-(5-(4-methoxyphenyl)thiazol-2-yl)-2-methyl-1,2,6-thiadiazinane-3-carboxamide 1,1-dioxide ClC=1C=C(C=CC1F)NC(=O)[C@@H]1N(S(N[C@@H](C1)C=1SC(=CN1)C1=CC=C(C=C1)OC)(=O)=O)C